N-(6-Chloro-5-((R*)-3-methoxy-1-((S)-2-oxo-4-(trifluoromethyl)imidazolidin-1-yl)propyl)pyridazin-3-yl)pivalamide ClC1=C(C=C(N=N1)NC(C(C)(C)C)=O)[C@@H](CCOC)N1C(N[C@@H](C1)C(F)(F)F)=O |o1:14|